N1C(=NC2=C1C=CC=C2)C=2C(OC1=CC=C(C=C1C2)[N+](=O)[O-])=N 3-(1H-Benzoimidazol-2-yl)-6-nitro-chromen-2-ylideneamine